FC(C)([C@]1(CN(CC1)C(C)(C)C=1C=NC(=CC1)C)CCC=1SC(=CC1)F)NC(=O)N |o1:3| 1-(1-fluoro-1-((R or S)-3-(2-(5-fluorothiophen-2-yl)ethyl)-1-(2-(6-methylpyridin-3-yl)propan-2-yl)pyrrolidin-3-yl)ethyl)urea